CN([C@@H](C(C)C)C(=O)N[C@@H](CC1=CC=CC=C1)C(=O)O)C(C[C@H]1N(C(CC1)=O)CC1=C(C(=CC(=C1)F)F)F)=O.ClP(C1=CC=CC=C1)Cl dichlorophenyl-phosphane Methyl-(2-((S)-5-oxo-1-(2,3,5-trifluorobenzyl)pyrrolidin-2-yl)acetyl)-L-valyl-L-phenylalaninate